COC1=CC(=CC=2OCOC21)C2CNC(N2)=O 5-(4-methoxybenzo[d][1,3]dioxol-6-yl)imidazolidin-2-one